ClC1=CC=C2C(=CNC2=C1)S(=O)(=O)NC1=NC(=C(C(=N1)OC)OCC1COC1)OC 6-chloro-N-[4,6-dimethoxy-5-(oxetan-3-ylmethoxy)pyrimidin-2-yl]-1H-indole-3-sulfonamide